(3S)-3-[4-[4-[4-[4-[3-amino-6-(2-hydroxyphenyl)pyridazin-4-yl]-3-methyl-pyrazol-1-yl]-1-piperidyl]cyclohexyl]indolin-1-yl]piperidine-2,6-dione NC=1N=NC(=CC1C=1C(=NN(C1)C1CCN(CC1)C1CCC(CC1)C1=C2CCN(C2=CC=C1)[C@@H]1C(NC(CC1)=O)=O)C)C1=C(C=CC=C1)O